C(C)(C)(C)[Si](OCC)(OCC)OCC tertiary butyl-triethoxysilane